ClC1=CC(=C(C=C1)C1=NC(=CC=2N=C(N(C(C21)=O)C)C)N2CC(OCC2)C=2C(=NN(C2)C)C)F 5-(4-chloro-2-fluoro-phenyl)-7-(2-(1,3-dimethyl-1H-pyrazol-4-yl)-4-morpholinyl)-2,3-dimethylpyrido-[4,3-d]pyrimidin-4(3H)-one